C(C)(CC)NCCCCCCNC(C)CC N,N'-di-sec-butyl-1,6-diaminohexane